CC1=CC=C(C=C1)[C@H]1[C@H](C1)\C=C\C1=CC=C(C=C1)C 1-methyl-4-((1r,2r)-2-((E)-4-methylstyryl)cyclopropyl)benzene